alanyl-prolyl-p-nitroaniline N[C@@H](C)C(=O)N1[C@@H](CCC1)C(=O)NC1=CC=C(C=C1)[N+](=O)[O-]